CN1N=CC(=C1)C=1C=C(C=2N(C1)N=CC2C#N)C2=NC=C(N=C2)N2CC1N(C(C2)C1)CC1=CC=C(C=C1)S(=O)(=O)C 6-(1-methyl-1H-pyrazol-4-yl)-4-(5-(6-(4-(methylsulfonyl)benzyl)-3,6-diazabicyclo[3.1.1]heptan-3-yl)pyrazin-2-yl)pyrazolo[1,5-a]pyridine-3-carbonitrile